butyl 7-((5-(difluoromethyl)-6-vinylpyridin-2-yl)oxy)-2-azaspiro[3.5]nonane-2-carboxylate FC(C=1C=CC(=NC1C=C)OC1CCC2(CN(C2)C(=O)OCCCC)CC1)F